4-(difluoromethyl)-N-[4-fluoro-5-[2-[(2R)-2-methylmorpholin-4-yl]pyrimidin-5-yl]-2-[(3S,5R)-3,4,5-trimethylpiperazin-1-yl]phenyl]-6-oxo-1H-pyridine-3-carboxamide FC(C=1C(=CNC(C1)=O)C(=O)NC1=C(C=C(C(=C1)C=1C=NC(=NC1)N1C[C@H](OCC1)C)F)N1C[C@@H](N([C@@H](C1)C)C)C)F